4-allyl-6-methylcatechol diacetate C(C)(=O)OC=1C(OC(C)=O)=CC(=CC1C)CC=C